NC1=NC=2C(=CC=CC2C=2N1C=C(N2)C(=O)N2CC1(CCN(C1)C1=C(C=C(C#N)C=C1)F)CC2)F 4-(7-(5-amino-7-fluoroimidazo[1,2-c]quinazoline-2-carbonyl)-2,7-diazaspiro[4.4]nonan-2-yl)-3-fluorobenzonitrile